C(#N)C1=CC=C(C=C1)NC=1N=C(C2=C(CCN(CC2)C2CCOCC2)N1)OC1=C(C=C(C#N)C=C1C)C 4-((2-((4-Cyanophenyl)amino)-7-(tetrahydro-2H-pyran-4-yl)-6,7,8,9-tetrahydro-5H-pyrimido[4,5-d]azepine-4-yl)oxy)-3,5-dimethylbenzonitrile